Cl.ClC1=CC(=C(COC2=NC=CC=C2C2CCNCC2)C=C1)F 2-((4-chloro-2-fluorobenzyl)oxy)-3-(piperidin-4-yl)pyridine HCl salt